N-[(6-{[({bicyclo[2.2.1]hept-5-en-2-yl}methyl)amino]methyl}imidazo[1,2-a]pyridin-2-yl)methyl]-4-oxo-4H-pyrido[1,2-a]pyrimidine-2-carboxamide C12C(CC(C=C1)C2)CNCC=2C=CC=1N(C2)C=C(N1)CNC(=O)C=1N=C2N(C(C1)=O)C=CC=C2